N-[4-(2,6-dimethylphenyl)-6-[3-(4-methylpiperazin-1-yl)-2-(trifluoromethyl)phenoxy]pyrimidin-2-yl]-1-methyl-pyrazole-4-sulfonamide CC1=C(C(=CC=C1)C)C1=NC(=NC(=C1)OC1=C(C(=CC=C1)N1CCN(CC1)C)C(F)(F)F)NS(=O)(=O)C=1C=NN(C1)C